2-(2-(cyclopropanesulfonamido)thiazol-4-yl)-2-methylpropanoic acid C1(CC1)S(=O)(=O)NC=1SC=C(N1)C(C(=O)O)(C)C